CN(C1CCC(CC1)NC1=NC=2N(C(C(=NC2C=N1)C=1C=CC(=NC1C)NS(=O)(=O)C1=C(C=CC=C1)F)=O)C(C)C)C N-[5-[2-[[4-(dimethyl-amino)cyclohexyl]-amino]-8-isopropyl-7-oxo-pteridin-6-yl]-6-methyl-2-pyridyl]-2-fluoro-benzenesulfonamide